C(=O)[O-].[Cu+2].C(C)C(CN)CCCC.C(C)C(CN)CCCC.C(=O)[O-] Bis(2-ethyl-1-hexylamine) copper (II) formate